C(CCCCCCCCC#C)OC(CCCCCCCBr)=O.FC1=C(N)C=C(C=C1)C(F)(F)F 2-fluoro-5-(trifluoromethyl)aniline undec-10-yn-1-yl-8-bromooctanoate